2-bromo-5-(2-methylthiazol-5-yl)-4,5-dihydro-6H-imidazo[1,5-b]pyrazol-6-one BrC=1C=C2N(N1)C(N(C2)C2=CN=C(S2)C)=O